N1=C(C=CC2=CC=CC=C12)C1=CC=CC=2OC3=C(C21)C=CC=C3 quinolinyl-dibenzofuran